C[C@H]1O[C@H](CC(C1)C(=O)O)C (2R,6S)-2,6-dimethyltetrahydro-2H-pyran-4-carboxylic acid